C(C1CO1)CCCCCC1CO1 1,4-bis(2,3-epoxypropyl)butane